C(C1=CC=CC=C1)(=O)OC(=O)N1C[C@@H]2N(CC[C@@H]2[C@@]1(C(=O)O)CCCCB1OC(C(O1)(C)C)(C)C)C(=O)OC(C)(C)C (3aS,4R,6aR)-5-((benzoyloxy)carbonyl)-1-(tert-butoxycarbonyl)-4-(4-(4,4,5,5-tetramethyl-1,3,2-dioxaborolan-2-yl)butyl)octahydropyrrolo[3,4-b]pyrrole-4-carboxylic acid